propoxybismuth C(CC)O[Bi]